C(S(=O)(=O)[O-])S(=O)(=O)[O-].C(C)(C)(C)C1=CC=C(C=C1)[S+](C1=CC=CC=C1)C1=CC=CC=C1.C(C)(C)(C)C1=CC=C(C=C1)[S+](C1=CC=CC=C1)C1=CC=CC=C1 bis(4-t-butylphenyl-diphenylsulfonium) methanedisulfonate